9-phenyl-fluorenyl-amine C1(=CC=CC=C1)C1C2=CC=CC=C2C=2C=CC=C(C12)N